NC1C(CSC1)C(=O)O 4-aminotetrahydro-3-thiophenecarboxylic acid